allo-1,5-pyranose OC1[C@H](O)[C@H](O)[C@H](O)[C@H](O1)CO